COC1=NC(=CC=C1C#N)N1N=CC(=C1)CN1C[C@@H](N[C@@H](C1)C=1C(=C2COC(C2=CC1)=O)C)C 2-methoxy-6-(4-(((3s,5r)-3-methyl-5-(4-methyl-1-oxo-1,3-dihydroisobenzofuran-5-yl)piperazin-1-yl)methyl)-1H-pyrazol-1-yl)pyridine-3-carbonitrile